C1(=CC=CC=C1)/C=C/C(=O)C1=CC(OC2=CC(=CC=C12)O)=O (E)-4-(3-phenylpropenoyl)-7-hydroxycoumarin